rac-7-[2-(2,8-dimethylimidazo[1,2-b]pyridazin-6-yl)-4-oxo-pyrido[1,2-a]pyrimidin-7-yl]-4-azaspiro[2.5]octane-4-carboxylic acid tert-butyl ester C(C)(C)(C)OC(=O)N1C2(CC2)C[C@@H](CC1)C=1C=CC=2N(C(C=C(N2)C=2C=C(C=3N(N2)C=C(N3)C)C)=O)C1 |r|